C1(OCC2=C1C=CC=C2)=S 2-benzofuran-1(3H)-thione